(S)-5-(aminomethyl)pyrrolidin-2-one hemioxalate C(C(=O)O)(=O)O.NC[C@@H]1CCC(N1)=O.NC[C@@H]1CCC(N1)=O